C1(CC1)COC1=C(C=CC=C1)C1CCN(CC1)[C@H]1CC2(CN(C2)C(=O)C2(CC2)F)CC1 (R)-(6-(4-(2-(cyclopropylmethoxy)phenyl)piperidin-1-yl)-2-azaspiro[3.4]octan-2-yl)(1-fluorocyclopropyl)methanone